C1(CC1)CC=1N(C=C(N1)C1=CC=C(C=C1)OCC1=CC=C(C=C1)S(=O)(=O)C)C(=O)N (cyclopropylmethyl)-4-(4-((4-(methylsulfonyl)benzyl)oxy)phenyl)-1H-imidazole-1-carboxamide